C(CC)[C@@H]1C(C(OC1)=O)S(=O)(=O)C1=CC=C(C)C=C1 (4S)-4-propyl-3-tosyldihydro-furan-2(3H)-one